C(#N)C1=C(C=CC=C1)SC=1C=2N(C=C(C1)C=1C=NN(C1C)C1CCC(CC1)NCC1=NC=CC=C1)N=CC2C#N 4-((2-cyanophenyl)thio)-6-(5-methyl-1-((1s,4s)-4-((pyridin-2-ylmethyl)amino)cyclohex-yl)-1H-pyrazol-4-yl)pyrazolo[1,5-a]pyridine-3-carbonitrile